8-hydroxy-1-azaspiro[4.5]decan-2-one OC1CCC2(CCC(N2)=O)CC1